di(tert-butylamino)silane C(C)(C)(C)N[SiH2]NC(C)(C)C